FC(CN1CC2N(C(C1)C2)C(=O)N)(F)F 3-(2,2,2-trifluoroethyl)-3,6-diazabicyclo[3.1.1]heptane-6-carboxamide